FC=1C=CC(=NC1)C1=NN2C(COC(C2)(C)C)=C1C1=CC=2N(C=C1C)N=CC2 2-(5-fluoro-2-pyridinyl)-6,6-dimethyl-3-(6-methylpyrazolo[1,5-a]pyridin-5-yl)-4,7-dihydropyrazolo[5,1-c][1,4]oxazine